4-[4,6-bis(2,4-xylyl)-1,3,5-triazin-2-yl]-1,3-benzenediol C1(=C(C=C(C=C1)C)C)C1=NC(=NC(=N1)C1=C(C=C(C=C1)C)C)C1=C(C=C(C=C1)O)O